FC(C1=NN(C(=C1)C(F)F)CC(=O)N1CCCCC1)F 1-{[3,5-bis(difluoromethyl)-1H-pyrazol-1-yl]acetyl}piperidin